C1(CC1)C1=CC(OC2=CC(=CC=C12)OCC(CN1CCC(CC1)C(=O)N)O)=O 1-(3-((4-cyclopropyl-2-oxo-2H-chromen-7-yl)oxy)-2-hydroxypropyl)piperidine-4-carboxamide